[Mn].[Zn].[Cu] copper-zinc-manganese